N-{[(2R)-1,4-Dioxan-2-yl]methyl}-8-methyl-2-[(pyridazin-3-yl)methyl]-4,5-dihydro-2H-furo[2,3-g]indazol-7-carboxamid O1[C@@H](COCC1)CNC(=O)C1=C(C2=C(CCC3=CN(N=C23)CC=2N=NC=CC2)O1)C